C(C)C=CCCCC Ethylhexene